3-(4,4-difluorocyclohexyl)-1-methyl-1H-indazole-5-amine FC1(CCC(CC1)C1=NN(C2=CC=C(C=C12)N)C)F